C(C)N(C(C1=CC=C(C=C1)OCCN1CCCC1)=O)C1=C(C=CC=C1)N1CC2=CC=C(C=C2CC1)O N-ethyl-N-(2-(6-hydroxy-3,4-dihydroisoquinolin-2(1H)-yl)phenyl)-4-(2-(pyrrolidin-1-yl)ethoxy)benzamide